(S)-1-chloro-3-(2-chloro-4-(2-(4-((S)-2-hydroxy-3-(1H-imidazol-1-yl)propoxy)phenyl)propan-2-yl)phenoxy)propan-2-ol ClC[C@H](COC1=C(C=C(C=C1)C(C)(C)C1=CC=C(C=C1)OC[C@H](CN1C=NC=C1)O)Cl)O